(3-phenyltetrahydrofuran-3-yl)methyl alcohol C1(=CC=CC=C1)C1(COCC1)CO